aminopyrimidic acid, sodium salt [Na+].NC1=NC(=NC=C1)C(=O)[O-]